CC1(CCC[C@@]2([C@H](C(CC[C@@H]12)=C)C=C)C)C (4aS,5S,8aS)-1,1,4a-trimethyl-6-methylene-5-vinyl-decahydronaphthalene